N-(6-(2H-1,2,3-triazol-2-yl)-5-(trifluoromethyl)pyridin-3-yl)-2-chloro-4-(2-ethynyl-6-fluoropyridin-3-yl)-5-fluorobenzamide N=1N(N=CC1)C1=C(C=C(C=N1)NC(C1=C(C=C(C(=C1)F)C=1C(=NC(=CC1)F)C#C)Cl)=O)C(F)(F)F